CC(C=CC(=O)N)(NCCOC1=NC=C(C=C1)\C(=C(\CC(F)(F)F)/C1=CC=CC=C1)\C=1C=C2C(=NNC2=CC1)F)C dimethyl-4-((2-((5-((Z)-4,4,4-trifluoro-1-(3-fluoro-1H-indazol-5-yl)-2-phenylbut-1-en-1-yl)pyridin-2-yl)oxy)ethyl)amino)but-2-enamide